C[C@@H](CC)N1C=C2NC=3N(C=C2C1)N=C(C3)C(F)(F)F 6-[(2S)-butan-2-yl]-2-(trifluoromethyl)-6,7-dihydro-4H-pyrazolo[1,5-a]pyrrolo[3,4-d]pyrimidine